NC1=CC=2OC[C@@H]3N(C2N=C1C#N)CCN(C3)C(=O)OC(C)(C)C tert-butyl (R)-3-amino-2-cyano-6a,7,9,10-tetrahydropyrazino[1,2-d]pyrido[3,2-b][1,4]oxazine-8(6H)-carboxylate